4-methyl-1-(2-hydroxy-3-sulfopropyl)pyridinium CC1=CC=[N+](C=C1)CC(CS(=O)(=O)O)O